4-methyl-N-(2-[[(2S)-2-methylpyrrolidin-1-yl]methyl]-1-[[2-(trimethylsilyl)ethoxy]methyl]pyrrolo[3,2-c]pyridin-6-yl)-3-oxo-2H-1,4-benzoxazine-7-carboxamide CN1C(COC2=C1C=CC(=C2)C(=O)NC2=CC1=C(C=N2)C=C(N1COCC[Si](C)(C)C)CN1[C@H](CCC1)C)=O